C1(CC1)S(=O)(=O)NC1=NC=CC(=N1)C(C(=O)NC1=CC=C(C=C1)C=1C=NC=C(C1)F)(C)C 2-(2-(cyclopropanesulfonylamino)pyrimidin-4-yl)-N-(4-(5-fluoropyridin-3-yl)phenyl)-2-methylpropanamide